5-Amino-N-phenylpentanamide NCCCCC(=O)NC1=CC=CC=C1